Propane-1,2,3-tricarboxylic acid C(C(CC(=O)O)C(=O)O)C(=O)O